F[C@H]1N2C(N[C@H](CC1)C2)=O (2R,5R)-2-fluoro-7-oxo-1,6-diazabicyclo[3.2.1]octan